C[C@H]1N(CCNC1)C1=CC=C(C=C1)C1C(NC(CC1)=O)=O 3-(4-((R)-2-methyl-piperazin-1-yl)phenyl)piperidine-2,6-dione